C(C)(C)(C)C1N(CC(=CC1)B1OC(C(O1)(C)C)(C)C)C(=O)O.C[Si](O[Si](O)(O[Si](C)(C)C)O[Si](C)(C)C)(C)C tris(trimethylsilyl-oxy)silanol tert-butyl-5-(4,4,5,5-tetramethyl-1,3,2-dioxaborolan-2-yl)-3,6-dihydropyridine-1(2H)-carboxylate